N(=NC(C#N)(C(CC)C)C)C(C#N)(C(CC)C)C Azobis(dimethylvaleronitrile)